C[Si](C1=CC(=CC=C1)C=C)(OC(C)C)C dimethylisopropoxy(3-vinylphenyl)silane